butyl-(cyclohexylethyl)phosphinic acid C(CCC)P(O)(=O)CCC1CCCCC1